Cl.CC1=C(CNC=2C=3N(C=C(C2)NC(NCC(=O)NC)=O)C(=C(N3)C)C)C(=CC=C1)C 2-(3-(8-((2,6-dimethylbenzyl)amino)-2,3-dimethylimidazo[1,2-a]pyridin-6-yl)ureido)-N-methylacetamide hydrochloride